FC=1C(=NC=C(C(=O)O)C1)NN 5-fluoro-6-hydrazinylnicotinic acid